C(C)(C)C1COC2(COC2)N1 7-isopropyl-2,5-dioxa-8-azaspiro[3.4]Octane